2-[(2S,4S)-4-(3,5-dimethylpyridin-2-ylamino)pyrrolidin-2-yl]propan-2-ol dihydrochloride Cl.Cl.CC=1C(=NC=C(C1)C)N[C@H]1C[C@H](NC1)C(C)(C)O